6-bromo-2H-isoquinolin-1-one BrC=1C=C2C=CNC(C2=CC1)=O